FC=1C(=CC=2C3=C(NC(C2C1)=O)COC[C@H]3N(C(=O)C3=CC1=C(N3)C=CO1)C)F (S)-N-(8,9-Difluoro-6-oxo-1,4,5,6-tetrahydro-2H-pyrano[3,4-c]isoquinolin-1-yl)-N-methyl-4H-furo[3,2-b]pyrrole-5-carboxamide